C1(=CC=CC2=CC=CC=C12)N1C2=CC=CC=C2C=2C=CC=CC12 9-(1-naphthyl)carbazol